(S)-3-((Z)-2-(((S)-2-(4-(2-((2-aminoethyl)amino)-1-methylpyrimidin-1-ium-5-yl)phenoxy)-1-carboxyethoxy)imino)-2-(2-aminothiazol-4-yl)acetamido)-2,2-dimethyl-4-oxoazetidin-1-yl sulfate S(=O)(=O)(ON1C([C@@H](C1=O)NC(\C(\C=1N=C(SC1)N)=N/O[C@@H](COC1=CC=C(C=C1)C=1C=NC(=[N+](C1)C)NCCN)C(=O)O)=O)(C)C)[O-]